5-chloro-N-(4-fluoro-3-(methylthio)phenyl)-2-(2-(methoxy-d3)-4-(trifluoromethoxy)benzeneOxy)-4-(trifluoromethyl)benzamide ClC=1C(=CC(=C(C(=O)NC2=CC(=C(C=C2)F)SC)C1)OC1=C(C=C(C=C1)OC(F)(F)F)OC([2H])([2H])[2H])C(F)(F)F